FC1=C(C=C(C2=C1N=CS2)N2CC1(CN(C1)C(=O)C1(CC1)C(F)(F)F)C(C2)COCC2=C(C(=O)N)C(=CC=C2)C2CCC(CC2)(F)F)F 2-(((6-(4,5-difluorobenzo[d]thiazol-7-yl)-2-(1-(trifluoromethyl)cyclopropane-1-carbonyl)-2,6-diazaspiro[3.4]octan-8-yl)methoxy)methyl)-6-(4,4-difluorocyclohexyl)benzamide